C(N)(OCC1=CC=CO1)=O furfuryl carbamate